tert-octane-diamine C(CN)(C)(CC(C)(C)C)N